4-THIOPHEN-2-YL-1H-IMIDAZOLE-2-CARBALDEHYDE S1C(=CC=C1)C=1N=C(NC1)C=O